5-Bromo-4-chloro-1-(3,4-difluoro-5-(methoxymethoxy)phenyl)-1H-indazole BrC=1C(=C2C=NN(C2=CC1)C1=CC(=C(C(=C1)OCOC)F)F)Cl